tert-butyl 3-amino-4-fluoro-pyrrolidine-1-carboxylate NC1CN(CC1F)C(=O)OC(C)(C)C